1,1-di-(tert-pentylperoxy)cyclohexane C(C)(C)(CC)OOC1(CCCCC1)OOC(C)(C)CC